CC1=CC=C(C=C1)S(=O)(=O)OCCCNC1=CC(=NC2=CC=CC=C12)C1=CC=C(C=C1)OC 3-(2-(4-methoxyphenyl)quinolin-4-ylamino)propyl 4-methylbenzenesulfonate